2,2'-((1,3,4-thiadiazole-2,5-diyl)bis(sulfanediyl))bis(ethan-1-ol) S1C(=NN=C1SCCO)SCCO